C(C)(C)(C)OC(C1=CC=C(C=C1)C(O)C(=O)O)=O 4-(carboxyl-hydroxyl-methyl)-benzoic acid tert-butyl ester